3-(3-(4-(3-Fluorophenyl)piperazin-1-yl)propyl)-5-methyl-5-phenyl-imidazolidine-2,4-dione FC=1C=C(C=CC1)N1CCN(CC1)CCCN1C(NC(C1=O)(C1=CC=CC=C1)C)=O